[Ga+3].C(=O)[O-].C(=O)[O-].C(=O)[O-] format gallium